5-(3-((tert-butyldiphenylsilyl)oxy)bicyclo[3.1.0]hexan-6-yl)-1-isopropyl-1H-pyrazole [Si](C1=CC=CC=C1)(C1=CC=CC=C1)(C(C)(C)C)OC1CC2C(C2C1)C1=CC=NN1C(C)C